6-(5-fluoro-2-pyridyl)-2-(2-pyridyloxymethyl)imidazo[1,2-a]pyrimidine FC=1C=CC(=NC1)C=1C=NC=2N(C1)C=C(N2)COC2=NC=CC=C2